(4-(3-(2,2-difluoroethyl)-2-(3,4-dimethoxyphenyl)-1H-indol-5-yl)piperidin-1-yl)-N-methylacetamide FC(CC1=C(NC2=CC=C(C=C12)C1CCN(CC1)CC(=O)NC)C1=CC(=C(C=C1)OC)OC)F